6-[8-(1,3-benzothiazol-2-ylcarbamoyl)-3,4-dihydroisoquinolin-2(1H)-yl]-3-{5-methyl-1-[2-(tetrahydro-2H-pyran-4-ylmethoxy)benzyl]-1H-pyrazol-4-yl}pyridine-2-carboxylic acid S1C(=NC2=C1C=CC=C2)NC(=O)C=2C=CC=C1CCN(CC21)C2=CC=C(C(=N2)C(=O)O)C=2C=NN(C2C)CC2=C(C=CC=C2)OCC2CCOCC2